5-fluoro-N-((3R,4R)-3-fluoro-1-(methylsulfonyl)piperidin-4-yl)-7-(5-(2,2,2-trifluoroethyl)pyridin-2-yl)pyrrolo[2,1-f][1,2,4]triazin-2-amine FC=1C=C(N2N=C(N=CC21)N[C@H]2[C@@H](CN(CC2)S(=O)(=O)C)F)C2=NC=C(C=C2)CC(F)(F)F